C1(=CC=C(C=C1)SC1=CC=C(C(=O)C2=CC=CC=C2)C=C1)C 4-(4-tolylthio)-benzophenone